Cl.FC=1C(=C(OC2=NC=C(C(=C2C=2NC3=CC=NC(=C3C(C2)=O)O)C)C(F)(F)F)C=CC1F)C 2-[2-(3,4-difluoro-2-methyl-phenoxy)-4-methyl-5-(trifluoromethyl)-3-pyridyl]-5-hydroxy-1H-1,6-naphthyridin-4-one hydrochloride